BrC=1C=NN2C1N=C(N=C2NCC2=NN=C(N2)C2=CC(=CC=C2)C(F)(F)F)N2CCOCC2 8-bromo-2-(morpholin-4-yl)-N-({5-[3-(trifluoromethyl)phenyl]-4H-1,2,4-triazol-3-yl}methyl)pyrazolo[1,5-a][1,3,5]triazin-4-amine